3-(4-pyridinyl)-L-alanine N1=CC=C(C=C1)C[C@H](N)C(=O)O